ClC1=C(C=CC=C1)C(CCC[C@@H](C)[C@H]1CC[C@H]2[C@@H]3CC[C@H]4[C@H]([C@H](CC[C@]4(C)[C@H]3CC[C@]12C)O)O)O 24-[(2-chlorophenyl)(hydroxy)methyl]-5α-cholane-3β,4β-diol